tert-Butyl 1-{5-[(4-chloropyrimidin-5-yl)(hydroxy)methyl]-3-thienyl}-3,4-dihydroisoquinoline-2(1H)-carboxylate ClC1=NC=NC=C1C(C1=CC(=CS1)C1N(CCC2=CC=CC=C12)C(=O)OC(C)(C)C)O